ClC1=NC2=CN=CC=C2C=C1C(=O)OCC ethyl 2-chloro-1,7-naphthyridine-3-carboxylate